[18F]C1=NC=CC(=C1C=1C=C(C=CC1)N1C(C[C@H](C1)N1CCN(CC1)C(=O)C=1SC=CN1)=O)C (4R)-1-{3-[2-(18F)Fluoro-4-methylpyridin-3-yl]phenyl}-4-[4-(1,3-thiazol-2-ylcarbonyl)piperazin-1-yl]pyrrolidin-2-one